FC1=C(CO)C=C(C=C1)F 2,5-difluorobenzyl alcohol